CN1CCC(CC1)NC1=C2C=C(N(C2=CC=C1)CC(F)(F)F)C1=NN=C(S1)CNC(=O)C1=CC=C2C=NN(C2=C1)C(=O)OC(C)(C)C tert-butyl 6-(((5-(4-((1-methylpiperidin-4-yl)amino)-1-(2,2,2-trifluoroethyl)-1H-indol-2-yl)-1,3,4-thiadiazol-2-yl)methyl)carbamoyl)-1H-indazole-1-carboxylate